5-(3-chloro-2-fluoropyridin-4-yl)-3-(((3-fluoropyridin-2-yl)methyl)amino)-4H-benzo[e][1,2,4]thiadiazine 1,1-dioxide ClC=1C(=NC=CC1C1=CC=CC2=C1NC(=NS2(=O)=O)NCC2=NC=CC=C2F)F